N-[1-(3-cyanopyrazin-2-yl)ethyl]-3,5-bis(trifluoromethyl)benzamide C(#N)C=1C(=NC=CN1)C(C)NC(C1=CC(=CC(=C1)C(F)(F)F)C(F)(F)F)=O